CN(C(CNC(C=C)=O)C)C N-(2-dimethylaminopropyl)acrylamide